4-[Dimethyl(phenyl)silyl]-3-methyl-N-(quinolin-8-yl)butanamide C[Si](CC(CC(=O)NC=1C=CC=C2C=CC=NC12)C)(C1=CC=CC=C1)C